C(C)(C)C1=C2COCC2=CC(=C1CC(=O)O)C(C)C 2-(4,6-diisopropyl-1,3-dihydroisobenzofuran-5-yl)acetic acid